CN1N=CC=2C(NC=3C=C(C=CC3C21)C(=O)OC)=O methyl 1-methyl-4-oxo-1H,4H,5H-pyrazolo[4,3-c]quinoline-7-carboxylate